2-[3-(3-(methoxymethyl)phenyl)-1H-pyrazol-4-yl]-7-[4-(4-methylpiperazin-1-yl)-1-piperidyl]-1,5-naphthyridine COCC=1C=C(C=CC1)C1=NNC=C1C1=NC2=CC(=CN=C2C=C1)N1CCC(CC1)N1CCN(CC1)C